C1(CC1)CN1CCN(CC1)CC1=CC(=C(C=C1)N1N=CC(=C1)C1=NC(=NC=C1C(F)(F)F)NC1CCN(CC1)S(=O)(=O)C=1N=CN(C1)C)C 4-(1-(4-((4-(Cyclopropylmethyl)piperazin-1-yl)methyl)-2-methylphenyl)-1H-pyrazol-4-yl)-N-(1-((1-methyl-1H-imidazol-4-yl)sulfonyl)piperidin-4-yl)-5-(trifluoromethyl)pyrimidin-2-amine